(R)-9-ethyl-2,2-difluoro-8,9-dihydro-[1,3]dioxolo[4',5':3,4]benzo[1,2-f][1,4]oxazepin-7(6H)-carboxylic acid tert-butyl ester C(C)(C)(C)OC(=O)N1C[C@H](OC=2C(C1)=CC=C1C2OC(O1)(F)F)CC